tert-butyl ((3S,5S)-1-(2-(2-(2-fluoro-6-methoxyphenyl)pyrimidine-4-carboxamido)-5-(prop-1-en-2-yl)phenyl)-5-(hydroxymethyl)pyrrolidin-3-yl)carbamate FC1=C(C(=CC=C1)OC)C1=NC=CC(=N1)C(=O)NC1=C(C=C(C=C1)C(=C)C)N1C[C@H](C[C@H]1CO)NC(OC(C)(C)C)=O